C(C1=CC=CC=C1)C1CC(N(C1)CC1(C(CN(CC1)C(CCC1CCCCC1)=O)(C)C)O)=O 4-Benzyl-1-((1-(3-cyclohexylpropanoyl)-4-hydroxy-3,3-dimethylpiperidin-4-yl)methyl)pyrrolidin-2-one